behenyl disulfide C(CCCCCCCCCCCCCCCCCCCCC)SSCCCCCCCCCCCCCCCCCCCCCC